C1(CCCCC1)CNCC=1C=CC=2N(C1)C=C(N2)CNC(=O)C=2OC1=CC(=CC=C1C(C2)=O)C N-[(6-{[(cyclohexylmethyl)amino]methyl}imidazo[1,2-a]pyridin-2-yl)methyl]-7-methyl-4-oxo-4H-chromene-2-carboxamide